ClC1=C(C=CC=C1C1=C(C(=NC=C1)NC1=C(C(=CC=C1)CNC[C@H](C)O)F)Cl)C1=CC=C(C(=N1)OC)CNC[C@@H]1CCC(N1)=O (S)-5-((((6-(2-chloro-3-(3-chloro-2-((2-fluoro-3-((((S)-2-hydroxypropyl)amino)methyl)phenyl)amino)pyridin-4-yl)phenyl)-2-methoxypyridin-3-yl)methyl)amino)methyl)pyrrolidin-2-one